tert-Butyl N-[1-[[4-[1-(2,6-dichlorobenzoyl)-3-[2,6-difluoro-3-(pyrrolidin-1-ylsulfonylamino)benzoyl]pyrrolo[2,3-b]pyridin-5-yl]phenyl]methyl]-4-piperidyl]carbamate ClC1=C(C(=O)N2C=C(C=3C2=NC=C(C3)C3=CC=C(C=C3)CN3CCC(CC3)NC(OC(C)(C)C)=O)C(C3=C(C(=CC=C3F)NS(=O)(=O)N3CCCC3)F)=O)C(=CC=C1)Cl